2-Fluoro-5-((6-fluoro-4-(methylthio)-1H-indol-5-yl)oxy)aniline FC1=C(N)C=C(C=C1)OC=1C(=C2C=CNC2=CC1F)SC